C(C)(=O)C=1C=NN(C1)C1=C(C=C(C=C1)NC(CC1=C(C=CC=C1)Cl)=O)S(N)(=O)=O N-[4-(4-acetyl-1H-pyrazol-1-yl)-3-sulfamoylphenyl]-2-(2-chlorophenyl)acetamide